CC1=CC2=C(N=C(S2)N2C([C@H]3[C@H]4C=C[C@@H]([C@H]3C2=O)C4)=O)C=C1 (1R,2S,6R,7S)-4-(6-methyl-1,3-benzothiazol-2-yl)-4-azatricyclo[5.2.1.02,6]dec-8-en-3,5-dione